FC1=NC(=C2N=CN(C2=N1)C1OCC1)NCC1=C(C=C(C=C1)O)OC 2-fluoro-6-[(4-hydroxy-2-methoxybenzyl)amino]-9-(oxetan-2-yl)-9H-purine